C(C)(C)(C)OC(=O)C=1C(=CC=2C(NC[C@@H]3N(C2N1)CCNC3)=O)C(F)(F)F t-butoxycarbonyl-(R)-3-(trifluoromethyl)-7,7a,8,9,10,11-hexahydropyrazino[1,2-a]pyrido[3,2-f][1,4]diazepine-5(6H)-one